O1C(=NC=2C3=C(OC4=C(C12)C=CC=C4)C=CC=C3)COCCN(C)C [2-(1,8-dioxa-3-aza-dibenzo[e,h]azulen-2-ylmethoxy)-ethyl]-dimethylamine